rac-(1-methyl-1H-imidazol-2-yl)(phenyl)methanamine CN1C(=NC=C1)[C@H](N)C1=CC=CC=C1 |r|